C(C1CO1)OCCCN[SiH3] N-(3-glycidoxypropyl)-amino-silane